5-(4-((1-(2-(4-(4-chloro-1,2-diphenylbut-1-en-1-yl)phenoxy)ethyl)piperidin-4-yl)methyl)-2,6-dimethylpiperazin-1-yl)-2-(2,6-dioxopiperidin-3-yl)-6-fluoroisoindoline ClCCC(=C(C1=CC=CC=C1)C1=CC=C(OCCN2CCC(CC2)CN2CC(N(C(C2)C)C=2C=C3CN(CC3=CC2F)C2C(NC(CC2)=O)=O)C)C=C1)C1=CC=CC=C1